6-(6-(((1S,2S,3R,5R)-2-fluoro-9-azabicyclo[3.3.1]non-3-yl)oxy)pyridazin-3-yl)isoquinolin-7-ol F[C@H]1[C@@H]2CCC[C@H](C[C@H]1OC1=CC=C(N=N1)C=1C=C3C=CN=CC3=CC1O)N2